(2-(4-methylpiperazin-1-yl)-5-nitrophenyl)methanol CN1CCN(CC1)C1=C(C=C(C=C1)[N+](=O)[O-])CO